CC1=C(C=NC(=C1)OC(F)(F)F)N 4-methyl-6-(trifluoromethoxy)pyridin-3-amine